BrC=CC=1C=CC=CC1 m-bromovinylbenzene